5-chloro-N-pyridylindoline ClC=1C=C2CCN(C2=CC1)C1=NC=CC=C1